C(C)OC1=NC=CC=C1CNC(OC(C)(C)C)=O tert-butyl ((2-ethoxypyridin-3-yl)methyl)carbamate